C[C@H]([C@@H](C(=O)N[C@H]1CCC[C@@H]2N(C1=O)[C@@H](CS2)C(=O)O)S)CC (3R,6S,9aR)-6-[3(S)-methyl-2(S)-sulfanylpentanamido]-5-oxoperhydrothiazolo[3,2-a]azepine-3-carboxylic acid